Tert-butyl 6-[2-[2-[[2-(2,6-dioxo-3-piperidyl)-1,3-dioxo-isoindolin-5-yl]amino]ethoxy]ethyl]-2,6-diazaspiro[3.3]heptane-2-carboxylate O=C1NC(CCC1N1C(C2=CC=C(C=C2C1=O)NCCOCCN1CC2(CN(C2)C(=O)OC(C)(C)C)C1)=O)=O